CN1N=CC(=C1)C=1C=C2C=C(N=CC2=CC1)NC(=O)C1CCN(CC1)CC1NCCCC1 N-(6-(1-methyl-1H-pyrazol-4-yl)isoquinolin-3-yl)-1-(piperidin-2-ylmethyl)piperidine-4-carboxamide